5-((3-((1S,3R)-3-hydroxycyclopentyl)-1H-pyrazol-5-yl)amino)pyrazine-2-carbonitrile O[C@H]1C[C@H](CC1)C1=NNC(=C1)NC=1N=CC(=NC1)C#N